N-(4-butylthio)phenyl-N'-(3-(1-isobutyl-1,2,3,4-tetrahydropyridin-4-yl)-1H-indol-5-yl)urea CCCCSN(C(=O)NC=1C=C2C(=CNC2=CC1)C1CCN(C=C1)CC(C)C)C1=CC=CC=C1